tert-butyl 2-(1-(3-cyclohexylphenyl) cyclopropyl)-4-oxo-3,4,5,7,8,9-hexahydro-6H-pyrimido[5,4-c]azepine-6-carboxylate C1(CCCCC1)C=1C=C(C=CC1)C1(CC1)C=1NC(C=2CN(CCCC2N1)C(=O)OC(C)(C)C)=O